(2,4-dihydroxyphenyl)-phenylmethanone OC1=C(C=CC(=C1)O)C(=O)C1=CC=CC=C1